Dibutyltin (II) C(CCC)[Sn]CCCC